ClC1=CC(=CC(=N1)OC1CN(CC1)C(=O)OC(C)(C)C)CN1CCOCC1 Tert-Butyl 3-((6-chloro-4-(morpholinomethyl)pyridin-2-yl)oxy)pyrrolidine-1-carboxylate